4-(1-1H-pyrazolyl)butan-1-amine N1(N=CC=C1)CCCCN